C(C)(C)(C)C1=CC=C(N)C=C1 4-(Tert-butyl)aniline